2-phenylpropionate C1(=CC=CC=C1)C(C(=O)[O-])C